C(OCCCCC)(OCCCCCCCCC)=O amyl nonyl carbonate